ethyl 1-(4-bromopyridin-2-yl)-3-methyl-1H-pyrazole-4-carboxylate BrC1=CC(=NC=C1)N1N=C(C(=C1)C(=O)OCC)C